NC[C@H]1O[C@H]([C@H]2[C@@H]1OC(O2)(C)C)CC(=O)N 2-((3AS,4S,6R,6aR)-6-(aminomethyl)-2,2-dimethyltetrahydrofurano[3,4-d][1,3]dioxol-4-yl)acetamide